2-(2,3-Difluorostyryl)pyrrolidine-1-carboxylic acid tert-butyl ester C(C)(C)(C)OC(=O)N1C(CCC1)C=CC1=C(C(=CC=C1)F)F